(E)-4,4,4-trifluoro-N-(1-(2-(3-(hydroxyamino)-3-oxoprop-1-en-1-yl)phenyl)piperidin-4-yl)butanamide FC(CCC(=O)NC1CCN(CC1)C1=C(C=CC=C1)\C=C\C(=O)NO)(F)F